NC(CCN(C(CCl)=O)NC(=O)C(CC(C)C)NC(=O)C1=CC=2C=NC=CC2N1)=O N-[1-[[(3-amino-3-oxo-propyl)-(2-chloroacetyl)amino]carbamoyl]-3-methyl-butyl]-1H-pyrrolo[3,2-c]pyridine-2-carboxamide